NC1=NC=NC2=C1N=C(N=C2C)C=2C=C(C=CC2C)C#C[C@]2(C(N(CC2)C)=O)O (R)-3-[2-[3-(8-amino-4-methyl-pyrimido[5,4-d]pyrimidin-2-yl)-4-methyl-phenyl]ethynyl]-3-hydroxy-1-methylpyrrolidin-2-one